CCC1=C(C=CC(=C1)S(=O)(=O)N2CCN(CC2)CC)NC(=O)C N-[4-(ethylpiperazin-4-ylsulfonyl)-2-ethylphenyl]acetamide